1-((S)-2-hydroxy-2-((1S,4aS,4bR,6aR,8R,10aS,10bR,12aS)-8-hydroxy-12a-methyl-8-propyloctadecahydrochrysen-1-yl)propyl)-1H-pyrazole-4-carbonitrile O[C@@](CN1N=CC(=C1)C#N)(C)[C@H]1CCC[C@H]2[C@@H]3CC[C@@H]4C[C@](CC[C@@H]4[C@H]3CC[C@]12C)(CCC)O